ClC=1C=C(C=C(C1OCCCl)C#N)N1C=CC2=CC(=CC=C12)OCC12CC(C1)(C2)NC(OC(C)(C)C)=O tert-butyl (3-(((1-(3-chloro-4-(2-chloroethoxy)-5-cyanophenyl)-1H-indol-5-yl)oxy)methyl)bicyclo[1.1.1]pentan-1-yl)carbamate